CC=1N(C(=CC1)C)[C@H](C)C=1C=C(C(=O)OCC2=CC=CC=C2)C=CC1 Benzyl 3-[(1R)-1-(2,5-dimethylpyrrol-1-yl)ethyl]benzoate